FC(CC1(CCCCC1)C(=O)N)(F)F 2,2,2-trifluoroethylcyclohexanecarboxamide